tert-butyl-4-[[6-[3-(2-methoxy-4-methylsulfonyl-anilino)prop-1-ynyl]-1-(2,2,2-trifluoroethyl)benzimidazole-4-carbonyl] amino]-3-(trifluoromethyl)piperidine-1-carboxylate C(C)(C)(C)OC(=O)N1CC(C(CC1)NC(=O)C1=CC(=CC=2N(C=NC21)CC(F)(F)F)C#CCNC2=C(C=C(C=C2)S(=O)(=O)C)OC)C(F)(F)F